COC1=CC=C(CN2C(C=3CC(CN(C3C=C2)C2=CC=C(C=C2)C(F)(F)F)CNC(C)=O)=O)C=C1 N-((6-(4-methoxybenzyl)-5-oxo-1-(4-(trifluoromethyl)phenyl)-1,2,3,4,5,6-hexahydro-1,6-naphthyridin-3-yl)methyl)acetamide